2-(4-(2-((3-cyclopropyl-1,2,4-thiadiazol-5-yl)amino)-2-oxoethyl)-2-fluorophenoxy)nicotinamide C1(CC1)C1=NSC(=N1)NC(CC1=CC(=C(OC2=C(C(=O)N)C=CC=N2)C=C1)F)=O